N-[(2,4-difluorophenyl)methyl]-4-[[(2S,4S)-2-methyl-4-piperidyl]oxy]pyrimidin-2-amine FC1=C(C=CC(=C1)F)CNC1=NC=CC(=N1)O[C@@H]1C[C@@H](NCC1)C